2-(p-cumyl phenoxyl)-ethyl methacrylate C(C(=C)C)(=O)OCCOC1=CC=C(C=C1)C(C)(C)C1=CC=CC=C1